BrC=1C(=C2C(=NC1)NC[C@]21C[C@H](CC1)N1N=C(N=C1N)C)Cl |r| 1-((1RS,3SR)-5'-Bromo-4'-chloro-1',2'-dihydrospiro[cyclopentane-1,3'-pyrrolo[2,3-b]pyridin]-3-yl)-3-methyl-1H-1,2,4-triazol-5-amine